N=C1C(S(C[C@@](N1)(C)C=1C=CC2=C(C3=C(S2)C=CC(=C3)C3C(C3)C#N)C1)(=O)=O)(C)C 2-(8-((R)-5-Imino-3,6,6-trimethyl-1,1-dioxidothiomorpholin-3-yl)dibenzo[b,d]thiophen-2-yl)cyclopropanecarbonitrile